FC=1C=C(C(=CC1)C1=CC=C(C=C1)C(F)(F)F)C(=O)NC[C@@]1(NC(NC1=O)=O)C1=CC=NN1C |r| rac-4-fluoro-N-{[4-(1-methyl-1H-pyrazol-5-yl)-2,5-dioxoimidazolidin-4-yl]methyl}-4'-(trifluoromethyl)[biphenyl]-2-carboxamide